O-methyl-guanosine lithium nickel-cobalt manganate [Mn](=O)(=O)([O-])[O-].[Co+2].[Ni+2].[Li+].CO[C@H]1[C@@H](O[C@@H]([C@H]1O)CO)N1C=NC=2C(=O)NC(N)=NC12